3-chloro-N-[[1-[1,1-dideuterio-2-oxo-2-[(2,2,2-trideuterio-1,1-dimethyl-ethyl)amino]ethyl]-4-piperidyl]methyl]-5-fluoro-benzamide ClC=1C=C(C(=O)NCC2CCN(CC2)C(C(NC(C([2H])([2H])[2H])(C)C)=O)([2H])[2H])C=C(C1)F